FC1=C(C=C(C=C1)F)N1CCC(CC1)NC1=C2C(=NC=3C=C(C(=CC13)OC)OC)CCC2 1-(2,5-difluorophenyl)-N-{6,7-dimethoxy-1H,2H,3H-cyclopenta[b]quinolin-9-yl}piperidin-4-amine